tert-butyl ((S)-1-(5-chloro-2-(((S)-1-cyclopropylethyl)carbamoyl)-4-(3,5-difluorophenyl)pyridin-3-yl)-3-methylpyrrolidin-3-yl)carbamate ClC=1C(=C(C(=NC1)C(N[C@@H](C)C1CC1)=O)N1C[C@@](CC1)(C)NC(OC(C)(C)C)=O)C1=CC(=CC(=C1)F)F